Cl.Cl.ClC=1C=C2CN3C(=NC2=CC1)SC=C3CSC=3N(CCN3)C(C)C 7-chloro-3-(((1-isopropyl-4,5-dihydro-1H-imidazol-2-yl)thio)methyl)-5H-thiazolo[2,3-b]quinazoline dihydrochloride